Sodium (2S,5R)-2-(N-(oxazole-4-carbonyl) carbamimidoyl)-7-oxo-1,6-diazabicyclo[3.2.1]octan-6-yl sulfate S(=O)(=O)(ON1[C@@H]2CC[C@H](N(C1=O)C2)C(NC(=O)C=2N=COC2)=N)[O-].[Na+]